O=C1CCC2(CNC2C(=O)OC(C)(C)C)CC1 tert-butyl 7-oxo-2-azaspiro[3.5]nonane-carboxylate